1,4-dibutoxy-1,4-dichlorobutane C(CCC)OC(CCC(Cl)OCCCC)Cl